ethyl 1-(4-formylphenyl)-5-methyl-1H-pyrazole-4-carboxylate C(=O)C1=CC=C(C=C1)N1N=CC(=C1C)C(=O)OCC